4-(3-(5-fluoropyridin-2-yl)-1-(2,2,2-trifluoroethyl)-1H-pyrazol-4-yl)-6-methyl-1-((2-(trimethylsilyl)ethoxy)methyl)-1H-pyrazolo[3,4-b]pyridine FC=1C=CC(=NC1)C1=NN(C=C1C1=C2C(=NC(=C1)C)N(N=C2)COCC[Si](C)(C)C)CC(F)(F)F